6-[(S)-1-Acryloyl-3-(2,3-dichloro-6-fluorophenyl)-3-pyrrolidinylamino]-5-fluoro-3-methyl-3,4-dihydro-4-quinazolinone C(C=C)(=O)N1C[C@](CC1)(C1=C(C(=CC=C1F)Cl)Cl)NC=1C(=C2C(N(C=NC2=CC1)C)=O)F